FC1=CC=C(C=C1)CN1C(N(C2=C1C=CC(=C2)S(=O)(=O)NC2(CC2)C)C=2SC(=NN2)C)=O 1-[(4-fluorophenyl)methyl]-N-(1-methylcyclopropyl)-3-(5-methyl-1,3,4-thiadiazol-2-yl)-2-oxo-benzimidazole-5-sulfonamide